CC1=CC=C2CCN(C2=C1)S(=O)(=O)C1=C2C=CNC(C2=CC=C1)=O 5-((6-Methylindolin-1-yl)sulfonyl)isoquinolin-1(2H)-one